2-(toluene-4-sulfonyloxy)-acrylic acid ethyl ester C(C)OC(C(=C)OS(=O)(=O)C1=CC=C(C)C=C1)=O